(difluoro(2-(((2S)-1-((2S)-2-(2-(4-fluoro-3-methylphenyl)morpholine-4-carbonyl)pyrrolidin-1-yl)-3,3-dimethyl-1-oxobutan-2-yl)carbamoyl)benzo[b]thiophen-5-yl)methyl)phosphonic acid FC(C1=CC2=C(SC(=C2)C(N[C@H](C(=O)N2[C@@H](CCC2)C(=O)N2CC(OCC2)C2=CC(=C(C=C2)F)C)C(C)(C)C)=O)C=C1)(F)P(O)(O)=O